1,5-Dimethyl-3-(4-(methylsulfonyl)phenyl)-1H-pyrazol-4-ol CN1N=C(C(=C1C)O)C1=CC=C(C=C1)S(=O)(=O)C